ClC1=C(OC=2C(=C3C=NN(C3=CC2)COCC[Si](C)(C)C)[N+](=O)[O-])C=CC=C1 2-[[5-(2-Chlorophenoxy)-4-nitro-indazol-1-yl]methoxy]ethyl-trimethyl-silane